C(#N)C1=C2C[C@@H](CNC2=CC=C1)[C@@H](C1=CC=CC=C1)NC[C@H](C)C1=CC=C(C=C1)CC(=O)O |o1:21| 2-(4-((R or S)-1-(((S)-((S)-5-cyano-1,2,3,4-tetrahydroquinolin-3-yl)(phenyl)methyl)amino)propan-2-yl)phenyl)acetic acid